3-((4-(4-(4-Chloro-3-cyclopropylphenyl)piperazin-1-yl)-5-fluoro-2-methoxyphenyl)amino)piperidine-2,6-dione ClC1=C(C=C(C=C1)N1CCN(CC1)C1=CC(=C(C=C1F)NC1C(NC(CC1)=O)=O)OC)C1CC1